O1COC2=C1C=CC(=C2)CC(C(=O)N)N(C)CC2=CC(=C(C=C2)Br)F (Benzo[d][1,3]dioxol-5-ylmethyl)-2-((4-bromo-3-fluorobenzyl)(methyl)amino)acetamide